5,6-bis(4-n-propylphenyl)-1H-benzimidazole-carboxylic acid methyl ester COC(=O)C1=NC2=C(N1)C=C(C(=C2)C2=CC=C(C=C2)CCC)C2=CC=C(C=C2)CCC